CC1=C(C=C(C(=O)NCC2=NC=C3C=CC(=NC3=C2)C2=NC(=CC=C2)N2[C@@H](CNCC2)C)C=C1)S(=O)(=O)C (R)-4-methyl-N-((2-(6-(2-methylpiperazin-1-yl)pyridin-2-yl)-1,6-naphthyridin-7-yl)methyl)-3-(methylsulfonyl)benzamide